NC=1C(CC(CC1)(C)C)=O amino-5,5-dimethyl-2-cyclohexen-1-one